BrC=1N(C(=C(N1)CO)C)C (2-bromo-1,5-dimethyl-1H-imidazol-4-yl)methanol